C(C)(=O)N1CC(CCC1)C1=NC(=CC(=N1)C1=CC=C(C=C1)NC(COCCOCCOCCNC(OC(C)(C)C)=O)=O)NC1=CC(=CC=C1)F tert-butyl (2-(2-(2-(2-((4-(2-(1-acetylpiperidin-3-yl)-6-((3-fluorophenyl)amino)pyrimidin-4-yl)phenyl)amino)-2-oxoethoxy)ethoxy)ethoxy)ethyl)carbamate